tert-butyl 3-(4-amino-2,5-difluorophenyl)-2-(2-isobutoxy-6-methylphenyl)-2,4,6,7-tetrahydro-5H-pyrazolo[4,3-c]pyridine-5-carboxylate NC1=CC(=C(C=C1F)C=1N(N=C2C1CN(CC2)C(=O)OC(C)(C)C)C2=C(C=CC=C2C)OCC(C)C)F